COC1=CC=C(C=C1)CN1C(C(CCC1=O)OS(=O)(=O)C(F)(F)F)=O [1-[(4-methoxyphenyl)methyl]-2,6-dioxopiperidin-3-yl]trifluoromethanesulfonate